P(=O)(O)([O-])[O-].[NH4+].[NH4+].C(CN(CC(=O)O)CC(=O)O)N(CC(=O)O)CC(=O)O ethylenediaminetetraacetic acid diammonium hydrogen phosphate salt